5,7-dihydroxy-2-(4-hydroxyphenyl)-8-((4-(thiophen-2-ylmethyl)piperazin-1-yl)methyl)-4H-benzopyran-4-one OC1=CC(=C(C2=C1C(C=C(O2)C2=CC=C(C=C2)O)=O)CN2CCN(CC2)CC=2SC=CC2)O